(E)-7-methoxy-1-methyl-3-(p-tolyldiazenyl)-1H-indole COC=1C=CC=C2C(=CN(C12)C)\N=N\C1=CC=C(C=C1)C